ClC1=CC=CC(=C1OC=1C(=C2C(N(C=NC2=CC1)C)=O)Cl)F 2-chloro-3-((5-chloro-3-methyl-4-oxo-3,4-dihydroquinazolin-6-yl)oxy)-4-fluorobenzene